1,4-di(maleimido)butane C1(C=CC(N1CCCCN1C(C=CC1=O)=O)=O)=O